bis(2,9-dimethyl-1,10-phenanthroline) copper (II) bis(trifluoromethanesulfonyl)imide [N-](S(=O)(=O)C(F)(F)F)S(=O)(=O)C(F)(F)F.[Cu+2].CC1=NC2=C3N=C(C=CC3=CC=C2C=C1)C.CC1=NC2=C3N=C(C=CC3=CC=C2C=C1)C.[N-](S(=O)(=O)C(F)(F)F)S(=O)(=O)C(F)(F)F